C(#N)C1=C(C(=CC=C1)C(F)F)C1=C(C=C2C(=CN(C2=C1)CC(C)(C)C)[C@@H](C(F)F)NS(=O)(=O)C1CC1)F N-((1S)-1-(6-(2-cyano-6-(difluoromethyl)phenyl)-5-fluoro-1-neopentyl-1H-indol-3-yl)-2,2-difluoroethyl)cyclopropanesulfonamide